NC1=NC=2C=C(C(=CC2C2=C1C=NN2C)C(=O)N(C)C2COC1=C2C=CC(=C1)C#CC=1C=NN(C1C)C)Cl 4-amino-7-chloro-N-(6-((1,5-dimethyl-1H-pyrazol-4-yl)ethynyl)-2,3-dihydrobenzofuran-3-yl)-N,1-dimethyl-1H-pyrazolo[4,3-c]quinoline-8-carboxamide